BrC=1C=CC2=C(N(C(=N2)C)C=2C=C(C=CC2)NS(=O)(=O)CC)C1 N-(3-(6-bromo-2-methyl-1H-benzo[d]imidazol-1-yl)phenyl)ethanesulfonamide